C(/C=C/C(=O)O)C(=O)O The molecule is a pentenedioic acid that is pent-2-ene substituted by carboxy groups at positions 1 and 5. It has a role as a human metabolite. It is a conjugate acid of a glutaconate(1-).